NC1=CC=CC(=N1)CNC(=O)C1=NC=CC(=C1)NC(CC1=C(C=CC(=C1)Cl)O)=O N-[(6-amino-2-pyridinyl)methyl]-4-[[2-(5-chloro-2-hydroxy-phenyl)acetyl]amino]pyridine-2-carboxamide